C1(=CC=CC2=CC=CC=C12)C=1C(=CC=C2C=CC=CC12)C1=CC=CC2=CC=CC=C12 Ternaphthyl